2,5-dimethoxy-4-isopropylthio-phenethylamine COC1=C(CCN)C=C(C(=C1)SC(C)C)OC